N-[(3S,4S)-4-fluoropyrrolidin-3-yl]-6-[6-(2,2,2-trifluoroethoxy)imidazo[1,2-a]pyrazin-3-yl]pyridin-2-amine F[C@@H]1[C@H](CNC1)NC1=NC(=CC=C1)C1=CN=C2N1C=C(N=C2)OCC(F)(F)F